[Ru]=O.[Sn] tin-ruthenium oxide